n-propyl-cyclopentadienyl-tris(dimethylamino)zirconium C(CC)C1(C=CC=C1)[Zr](N(C)C)(N(C)C)N(C)C